4-(5-methyl-8-oxo-6-thioxo-5,7-diazaspiro[3.4]oct-7-yl)-2-trifluoromethylbenzonitrile CN1C2(CCC2)C(N(C1=S)C1=CC(=C(C#N)C=C1)C(F)(F)F)=O